N-{[3-(6,7-dihydroxy-1-methyl-4-oxo-1,4-dihydroquinolin-3-yl)-6,7-dihydroxy-4-oxo-4H-chromen-5-yl]carbonyl}-L-glutamic acid OC=1C=C2C(C(=CN(C2=CC1O)C)C1=COC2=CC(=C(C(=C2C1=O)C(=O)N[C@@H](CCC(=O)O)C(=O)O)O)O)=O